C(C)(C)(C)OC(=O)N1CCC(CC1)(C)C(COC)O 4-(1-hydroxy-2-methoxyethyl)-4-methylpiperidine-1-carboxylic acid tert-butyl ester